C(#N)C1=CC=C2CCN(C2=C1)C(=O)NC=1C=C2CN(C(C2=CC1)=O)C1C(NC(CC1)=O)=O 6-cyano-N-(2-(2,6-dioxopiperidin-3-yl)-1-oxoisoindolin-5-yl)indoline-1-carboxamide